FC=1C=CC2=C(NC(=NS2(=O)=O)NCC2=NC(=NO2)C)C1[C@H](C)C1=C(C=CC=C1)F (R)-6-fluoro-5-(1-(2-fluorophenyl)ethyl)-3-(((3-methyl-1,2,4-oxadiazol-5-yl)methyl)amino)-4H-benzo[e][1,2,4]thiadiazine 1,1-dioxide